[Br-].OC1=C(OC=2C3=C(C=CC2C1=O)OC(O3)(C3=CC=CC=C3)C3=CC=CC=C3)C3=CC=C(C=C3)CCC[P+](C3=CC=CC=C3)(C3=CC=CC=C3)C3=CC=CC=C3 (3-(4-(7-hydroxy-6-oxo-2,2-diphenyl-6H-[1,3]dioxolo[4,5-h]chromen-8-yl)phenyl)propyl)-triphenylphosphonium bromide